4-(1-(6-(2,4-dioxo-1,2,3,4-tetrahydropyrimidin-5-yl)imidazo[1,2-b]pyridazin-8-yl)azetidin-3-yl)benzoic acid O=C1NC=C(C(N1)=O)C=1C=C(C=2N(N1)C=CN2)N2CC(C2)C2=CC=C(C(=O)O)C=C2